CNC(C1=NC=C(C=C1)N1CCN(CC1)CC1=CC=C2C(NC(NC2=C1)=O)=S)=O N-methyl-5-(4-((2-oxo-4-thioxo-1,2,3,4-tetrahydroquinazolin-7-yl)methyl)piperazin-1-yl)picolinamide